C(C1=CC=CC=C1)OC(=O)N[C@H](C(=O)O)CCC(=O)OC(C)(C)C (2S)-2-(benzyloxycarbonylamino)-5-tert-butoxy-5-oxo-pentanoic acid